COC([C@H](CC=O)NC(=O)OC(C)(C)C)=O (S)-2-((tert-butoxycarbonyl)amino)-4-oxobutanoic acid methyl ester